FC1=C(CN2C3=C(C4=CC=CC=C24)C=C(N=C3C)C=O)C=CC=C1 9-(2-fluorobenzyl)-1-methyl-9H-pyrido[3,4-b]indole-3-carbaldehyde